Ethyl 4-Chloroacetoacetate (Ethyl 4-Chloroacetoacetate) C(C)C(C(CC(=O)O)=O)Cl.ClCC(CC(=O)OCC)=O